(±)-6-((4-((2-aminoethyl)(methyl)amino)-3-((methylsulfinyl)methyl)phenyl)amino)-8-(cyclopropylamino)imidazo[1,2-b]pyridazine-3-carbonitrile monotrifluoroacetic acid salt FC(C(=O)O)(F)F.NCCN(C1=C(C=C(C=C1)NC=1C=C(C=2N(N1)C(=CN2)C#N)NC2CC2)C[S@](=O)C)C |r|